C(C)(C)C1=C(NC2=CC=C(C=C12)C1CCN(CC1)CC(=O)NC)C1=CN(C(C(=C1C)OC)=O)C 2-(4-(3-isopropyl-2-(5-methoxy-1,4-dimethyl-6-oxo-1,6-dihydropyridin-3-yl)-1H-indol-5-yl)piperidin-1-yl)-N-methylacetamide